N-((5-fluoro-6-((2-methyloxazol-4-yl)methoxy)-1H-indol-2-yl)methyl)acetamide FC=1C=C2C=C(NC2=CC1OCC=1N=C(OC1)C)CNC(C)=O